C(#N)[C@H]1N(CSC1)C(CC1=NC2=CC=C(C=C2C(=C1)C(=O)N)C1COC(C1)(C)C)=O (2-((R)-4-Cyanothiazolidin-3-yl)-2-oxoethyl)-6-(5,5-dimethyltetrahydrofuran-3-yl)quinoline-4-carboxamide